4-((2-(3-cyclopropylisoxazol-5-yl) ethyl) amino)-4-oxobutanoate C1(CC1)C1=NOC(=C1)CCNC(CCC(=O)[O-])=O